2-methyl (2R,4R)-4-((tert-butyldiphenylsilyl)oxy)pyrrolidine-1,2-dicarboxylate [Si](C1=CC=CC=C1)(C1=CC=CC=C1)(C(C)(C)C)O[C@@H]1C[C@@H](N(C1)C(=O)[O-])C(=O)OC